C(C)(C)(C)C1CCC(CC1)C(=O)Cl 4-tert-butylcyclohexyl-carboxylic acid chloride